ClC1=CC=CC2=C1NC(=N2)C(=O)N2C(C=1N(CC2)C=CC1)C (7-Chloro-1H-benzo[d]imidazol-2-yl)(1-methyl-3,4-dihydropyrrolo[1,2-a]pyrazin-2(1H)-yl)methanone